C1(CC1)C1=C(C(=NO1)C1=C(C=CC=C1Cl)Cl)C1(CC2(C1)CCC(CC2)OC2=C(C(=O)O)C=CC=C2)O ((2-(5-cyclopropyl-3-(2,6-dichlorophenyl)isoxazol-4-yl)-2-hydroxyspiro[3.5]non-7-yl)oxy)benzoic acid